N''-(nitrilotris(ethane-2,1-diyl))tris(2-bromoacetamide) N(CCC(C(=O)N)Br)(CCC(C(=O)N)Br)CCC(C(=O)N)Br